ClC1=CC=C(C=C1)C1N(N=C(C1)C=1C=NC=CC1C1=CC=CC=C1)C(C(CC(=O)O)(F)F)=O 4-[3-(4-Chlorophenyl)-5-(4-phenyl-3-pyridyl)-3,4-dihydropyrazol-2-yl]-3,3-difluoro-4-oxo-butanoic acid